C(C)(C)(C)OC([C@@H](NC(CCCC)=O)C(C)C)=O N-valeryl-L-valine tert-butyl ester